6-hydroxy-2-oxo-hexanoate OCCCCC(C(=O)[O-])=O